N-(3-((1H-pyrazol-4-yl)oxy)-5-chlorophenyl)-5-chloro-2-(1,1-dioxidoisothiazolidin-2-yl)isonicotinamide N1N=CC(=C1)OC=1C=C(C=C(C1)Cl)NC(C1=CC(=NC=C1Cl)N1S(CCC1)(=O)=O)=O